COC1=CC=C(CN(C2=CC(=C(C(=N2)C2CC(C(CC2C)C(=O)OCC)=O)C2CC2)C)CC2=CC=C(C=C2)OC)C=C1 ethyl 4-(6-(bis(4-methoxybenzyl) amino)-3-cyclopropyl-4-methylpyridin-2-yl)-5-methyl-2-oxocyclohexane-1-carboxylate